OCC1CCC(CC1)N(CCCCCCCC(=O)N(CCCCCCCCCC)CCCCCCCCCC)CCCCCCCC(=O)N(CCCCCCCCCC)CCCCCCCCCC 8,8'-(((1R,4R)-4-(hydroxymethyl)-cyclohexyl)azane-diyl)bis(N,N-didec-yloctanamide)